CN1N=C2C=C(C=CC2=C1)C(=O)N (E)-2-methyl-indazole-6-carboxamide